3-(6-(((3-fluoro-4-(piperidin-1-ylmethyl)phenyl)(methyl)amino)methyl)-2-oxobenzo[cd]indol-1(2H)-yl)piperidine-2,6-dione FC=1C=C(C=CC1CN1CCCCC1)N(C)CC=1C=2C3=C(C(N(C3=CC1)C1C(NC(CC1)=O)=O)=O)C=CC2